C(C)(C)OC(=O)C1=C(N(C2=CC=C(C=C12)OC[C@@H](CNC1=CC=CC=C1)O)C1=C(C=CC=C1)C)C (R)-5-[2-hydroxy-3-(anilino)-propoxy]-2-methyl-1-(methylphenyl)indole-3-carboxylic acid isopropyl ester